1,4-bis(3,5-bis(trifluoromethyl)phenyl)-4,4-difluorobutane-1,3-dione FC(C=1C=C(C=C(C1)C(F)(F)F)C(CC(C(F)(F)C1=CC(=CC(=C1)C(F)(F)F)C(F)(F)F)=O)=O)(F)F